C1(CC1)C1=NC2=C(N1)C(=CC=C2[N+](=O)[O-])C=2OC=CN2 2-(2-cyclopropyl-4-nitro-1H-benzo[d]imidazole-7-yl)oxazole